C(CCC)N(C1=C(C=C(C=C1)/C(=C/C(=O)OCC)/C)NC(=O)NC1=CC=C(C=C1)C)CCCC ethyl (E)-3-(4-(dibutylamino)-3-(3-(p-tolyl)ureido) phenyl)but-2-enoate